(R)-3-hydroxycaproic acid O[C@@H](CC(=O)O)CCC